5-bromo-phenyl-1-(3,4-difluoro-5-(methoxymethoxy)phenyl)-1H-indazole BrC=1C=CC=C(C1)C1=NN(C2=CC=CC=C12)C1=CC(=C(C(=C1)OCOC)F)F